tert-butyl (2-((7H-pyrrolo[2,3-d]pyrimidin-4-yl)amino)ethyl)(methyl)carbamate N1=CN=C(C2=C1NC=C2)NCCN(C(OC(C)(C)C)=O)C